C(C)(C)(C)OC(NC1=C(C=C(C=C1)C1=CC=C(C=C1)F)[N+](=O)[O-])=O (4'-fluoro-3-nitro-[1,1'-biphenyl]-4-yl)carbamic acid tert-butyl ester